ClCC(=O)N1CCC2(CC(C2)CNC(=O)C2(CC(OC(C2)C)C)NC2=CC=C(C=C2)Cl)CC1 N-((7-(2-chloroacetyl)-7-azaspiro[3.5]nonan-2-yl)methyl)-4-((4-chlorophenyl)amino)-2,6-dimethyltetrahydro-2H-pyran-4-carboxamide